3-(((2-(1H-indol-3-yl)ethyl)(methyl)amino)methyl)phenol N1C=C(C2=CC=CC=C12)CCN(C)CC=1C=C(C=CC1)O